heptacosane lignocerate C(CCCCCCCCCCCCCCCCCCCCCCC)(=O)O.CCCCCCCCCCCCCCCCCCCCCCCCCCC